FC(C(=O)O)(F)F.N1=CC(=CC=2CNCCC12)NC(C#CC)=O N-(5,6,7,8-Tetrahydro-1,6-naphthyridin-3-yl)but-2-ynamide trifluoroacetate